2-(7-(3-cyano-4-isopropoxybenzyloxy)-1,2,3,4-tetrahydrocyclopenta[b]indol-3-yl)acetic acid C(#N)C=1C=C(COC2=CC=3C4=C(NC3C=C2)C(CC4)CC(=O)O)C=CC1OC(C)C